CN(CCOC(=O)OC(C(=O)OCCCCCOC(CCCCCCCCC)=O)CCC(=O)OCCCCCOC(CCCCCCCCC)=O)C Bis(5-(decanoyloxy)pentyl) 2-(((2-(dimethylamino)ethoxy)carbonyl)oxy)pentanedioate